FC=1C(=C(C=NNC(N)=N)C=C(C1)C#CC1=CC=C(C=C1)N1CCCC1)O 2-(3-fluoro-2-hydroxy-5-((4-(pyrrolidin-1-yl)phenyl)ethynyl)benzylidene)hydrazine-1-carboximidamide